CCCCCCCC/C=C\CCCCCCCC(=O)O[C@H](COC(=O)CCCCC/C=C\C/C=C\C/C=C\C/C=C\CCCCC)COP(=O)(O)OC[C@@H](C(=O)O)N 1-(7Z,10Z,13Z,16Z-docosatetraenoyl)-2-(9Z-octadecenoyl)-glycero-3-phosphoserine